1-ethynylcyclopentanol C(#C)C1(CCCC1)O